(2-(2H-1,2,3-triazol-2-yl)phenyl)((1S,4S,6R)-6-(methyl(5-(trifluoromethyl)pyridin-2-yl)amino)-2-azabicyclo[2.2.1]heptan-2-yl)methanone N=1N(N=CC1)C1=C(C=CC=C1)C(=O)N1[C@@H]2[C@@H](C[C@H](C1)C2)N(C2=NC=C(C=C2)C(F)(F)F)C